NC1CCC(CC1)CNC=1C=C(C=C(C1Cl)F)C1=NNC(O1)=O 5-[3-({[(1R,4r)-4-aminocyclohexyl]methyl}amino)-4-chloro-5-fluorophenyl]-1,3,4-oxadiazol-2(3H)-one